C(C)NC(=S)NC(C(C1=NC=CC(=C1)C(F)(F)F)C=1C=C(C=CC1)C)=O N-(ethylaminothioformyl)-2-(m-tolyl)-2-(4-(trifluoromethyl)pyridin-2-yl)acetamide